C1(=CC(=CC=C1)C#CC1=NN=C2N1CCN(C2)C(=O)N2CCCCC2)C [3-[2-(M-tolyl)ethynyl]-6,8-dihydro-5H-[1,2,4]triazolo[4,3-a]pyrazin-7-yl]-(1-piperidinyl)methanone